ClC=1N=CC=C2C(=CC(=NC12)N1[C@@H](COCC1)C)OS(=O)(=O)C(F)(F)F (R)-triflic acid 8-chloro-2-(3-methylmorpholino)-1,7-naphthyridin-4-yl ester